2-(phenethyloxy)-1-ethylamine hydrochloride Cl.C(CC1=CC=CC=C1)OCCN